8-((4-bromo-2-methoxybenzyl)thio)-1,3,7-trimethyl-1H-purine-2,6(3H,7H)-dione BrC1=CC(=C(CSC2=NC=3N(C(N(C(C3N2C)=O)C)=O)C)C=C1)OC